CC1(OCC[C@@H](C1)C=1C=C2C=C(N(C2=CC1)[C@@]1([C@H](C1)C#CC)C1=NOC(N1)=C=O)C(=O)O)C 5-((S)-2,2-dimethyltetrahydro-2H-pyran-4-yl)-1-((1S,2R)-1-(5-carbonyl-4,5-dihydro-1,2,4-oxadiazol-3-yl)-2-(prop-1-yn-1-yl)cyclopropyl)-1H-indole-2-carboxylic acid